C(#N)C1CN(C1)S(=O)(=O)N1C[C@H](CCC1)C(=O)N1[C@H](CCCC1)C(=O)NCC1=CC=C(C=C1)C(F)(F)F (2R)-1-(((3S)-1-((3-cyano-1-azetidinyl)sulfonyl)-3-piperidinyl)carbonyl)-N-(4-(trifluoromethyl)benzyl)-2-piperidinecarboxamide